BrCC=1OC(=C(N1)C1=CC=CC=C1)C1=CC=CC=C1 2-(bromomethyl)-4,5-diphenyloxazole